3-((R)-5-(6-Amino-4,5-dimethylpyridin-2-yl)-4-fluoro-3-methyl-1-oxoisoindolin-2-yl)piperidin-2,6-dion NC1=C(C(=CC(=N1)C=1C(=C2[C@H](N(C(C2=CC1)=O)C1C(NC(CC1)=O)=O)C)F)C)C